ethyl-4-chloro-2-((dimethylamino) methylene)-3-oxobutyrate C(C)OC(C(C(CCl)=O)=CN(C)C)=O